C1(CC1)C1=CC(=C(C=C1)N(C(=O)N1[C@H](CCC1)C(=O)N)C(C(=O)NC1CCC(CC1)(F)F)C=1C=NC=CC1C(F)(F)F)F (2R)-N1-(4-cyclopropyl-2-fluoro-phenyl)-N1-[2-[(4,4-difluorocyclohexyl)amino]-2-oxo-1-[4-(trifluoromethyl)-3-pyridyl]ethyl]pyrrolidine-1,2-dicarboxamide